(2S)-2-methanesulfonyloxymethyl-1-tert-butyloxycarbonyl-4-(3-(cyclopropylmethoxy)-4-(difluoromethoxy)phenyl)-pyrrolidine CS(=O)(=O)OC[C@H]1N(CC(C1)C1=CC(=C(C=C1)OC(F)F)OCC1CC1)C(=O)OC(C)(C)C